NC1=C(C(NC2=C(C=CC=C12)C1=C(C=CC(=C1)OCC1=NC=C(C=C1)F)F)=O)C(=O)NCCC 4-Amino-8-[2-fluoro-5-[(5-fluoro-2-pyridyl)methoxy]phenyl]-2-oxo-N-propyl-1H-quinoline-3-carboxamide